1-octylnonyl 8-[2-aminoethyl-(5,5-dimethyl-6-oxo-6-undecoxy-hexyl)amino]-2,2-dimethyl-octanoate NCCN(CCCCCCC(C(=O)OC(CCCCCCCC)CCCCCCCC)(C)C)CCCCC(C(OCCCCCCCCCCC)=O)(C)C